1H-indole-7-formate N1C=CC2=CC=CC(=C12)C(=O)[O-]